ethyl 2-chloro-8-(trifluoromethyl)imidazo[1,2-a]pyridine-6-carboxylate ClC=1N=C2N(C=C(C=C2C(F)(F)F)C(=O)OCC)C1